BrC=1C=C(CN(S(=O)(=O)C2=CC=C(C=C2)NC(=O)C2C(C2)C2=CC=NC=C2)CC2=CC=C(C=C2)F)C=CC1 N-(4-(N-(3-bromobenzyl)-N-(4-fluorobenzyl)sulfamoyl)phenyl)-2-(pyridin-4-yl)cyclopropane-1-carboxamide